Methyl 2-(4'-fluoro-2'-(1,3,4-oxadiazol-2-yl)-[1,1'-biphenyl]-3-yl)-7-(trifluoromethyl)benzo[d]oxazole-5-carboxylate FC1=CC(=C(C=C1)C1=CC(=CC=C1)C=1OC2=C(N1)C=C(C=C2C(F)(F)F)C(=O)OC)C=2OC=NN2